FC1=CC=C(C=C1)C(C=1C=NC=NC1)OC 5-((4-fluorophenyl)(methoxy)methyl)pyrimidin